FC(C1=CC=C(OC2=C3C=CC(=CC3=CC=C2)C(=O)N2CC(C2)NC(OC(C)(C)C)=O)C=C1)(F)F tert-butyl (1-(5-(4-(trifluoromethyl)phenoxy)-2-naphthoyl)azetidin-3-yl)carbamate